[3,5-dimethyl-7-[(5-methylpyrazol-1-yl)methyl]-1-adamantyl]propan-1-ol CC12CC3(CC(CC(C1)(C3)C)(C2)CN2N=CC=C2C)C(CC)O